(S)-(1,3-Dimethyl-azetidin-3-yl)-(4-isopropyl-phenyl)-[3-(3-morpholin-4-ylmethyl-[1,2,4]oxadiazol-5-yl)-phenyl]-methanol CN1CC(C1)(C)[C@@](O)(C1=CC(=CC=C1)C1=NC(=NO1)CN1CCOCC1)C1=CC=C(C=C1)C(C)C